ClC1=C(C=CC=C1OC)C=1C(=C2C(=NC(=NN2C1)C=1N(C=CN1)C)NCCOC)C (2-chloro-3-methoxyphenyl)-N-(2-methoxyethyl)-5-methyl-2-(1-methyl-1H-imidazol-2-yl)pyrrolo[2,1-f][1,2,4]triazin-4-amine